NC1=NC(=CC(=[N+]1[O-])N)Cl 2,4-diamino-6-chloropyrimidine-3-oxide